Hydroxyethyl-methacrylamid OCCC=C(C(=O)N)C